O=C(OCC1=CC=CC=C1)NCCOCCOCCOCCOCC(NCCCC[C@H](NC(N[C@@H](CCC(=O)OC(C)(C)C)C(=O)OC(C)(C)C)=O)C(=O)OC(C)(C)C)=O tri-tert-butyl (24S,28S)-3,18,26-trioxo-1-phenyl-2,7,10,13,16-pentaoxa-4,19,25,27-tetraazatriacontane-24,28,30-tricarboxylate